6-cyclopropyl-10-methoxy-2-oxo-9-(((trifluoromethyl)sulfonyl)oxy)-6,7-dihydro-2H-pyrido[2,1-a]phthalazine-3-carboxylic acid C1(CC1)N1N2C(C3=CC(=C(C=C3C1)OS(=O)(=O)C(F)(F)F)OC)=CC(C(=C2)C(=O)O)=O